4-(3-(2-methylpyridin-4-yl)-1H-indazol-5-yl)-1-(3,4,5-trifluorobenzyl)pyridin-2(1H)-one CC1=NC=CC(=C1)C1=NNC2=CC=C(C=C12)C1=CC(N(C=C1)CC1=CC(=C(C(=C1)F)F)F)=O